5-Bromo-2-((1S,3R)-2-(2-fluoro-2-methylpropyl)-3-methyl-2,3,4,9-tetrahydro-1H-pyrido[3,4-b]indol-1-yl)thiazole BrC1=CN=C(S1)[C@H]1N([C@@H](CC2=C1NC1=CC=CC=C21)C)CC(C)(C)F